C(C=C)[C@]1(C(N(CCN(C1)C(=O)OC(C)(C)C)C(C1=CC=C(C=C1)OC)=O)=O)C tert-butyl (R)-6-allyl-4-(4-methoxybenzoyl)-6-methyl-5-oxo-1,4-diazepane-1-carboxylate